BrC1=CC=C(C=C1)N(C(=O)NC1=NC(=CC=C1)C1=NN=CN1C(C)C)C 1-(4-bromophenyl)-3-(6-(4-isopropyl-4H-1,2,4-triazol-3-yl)pyridin-2-yl)-1-methylurea